tert-butyl 6-(1-((tert-butyldimethylsilyl)oxy)-2-oxoethyl)-1,4-oxazepane-4-carboxylate [Si](C)(C)(C(C)(C)C)OC(C=O)C1CN(CCOC1)C(=O)OC(C)(C)C